tert-butyl (1-(3-(2-(pyrrolidin-1-yl)pyridin-4-yl)-1,2,4-oxadiazol-5-yl)ethyl)carbamate N1(CCCC1)C1=NC=CC(=C1)C1=NOC(=N1)C(C)NC(OC(C)(C)C)=O